FC=1C=C(C=C(C1OC1=C2C(=NC=C1)N(C=C2)COCC[Si](C)(C)C)F)NC(=O)NCC2(COC2)C(C)C N-{3,5-difluoro-4-[(1-{[2-(trimethylsilyl)ethoxy]methyl}-1H-pyrrolo[2,3-b]pyridin-4-yl)oxy]phenyl}-N'-{[3-(propan-2-yl)oxetan-3-yl]methyl}urea